BrC1=C(N=C(S1)NC(=O)C1=NN(C(=CC1=O)C)C1=CC=CC=C1)C(F)(F)F N-(5-bromo-4-(trifluoromethyl)thiazol-2-yl)-6-methyl-4-oxo-1-phenyl-1,4-dihydropyridazine-3-carboxamide